(E)-bis(2,3-dihydroxypropyl)-2,4-diiodo-1,3-benzenedicarboxamide OC(CC1=C(C(=C(C(=C1C(=O)N)I)C(=O)N)I)CC(CO)O)CO